1-(N-phenoxazinyl)-3-methylenehept-4,6-diene C1=CC=CC=2OC3=CC=CC=C3N(C12)CCC(C=CC=C)=C